CN1N=CC(=C1C=1C=CC(=NC1)NC([C@H](C1CCC(CC1)C)NC(=O)C1=CN=NN1C)=O)C N-((S)-2-((5-(1,4-dimethyl-1H-pyrazol-5-yl)pyridin-2-yl)amino)-1-((1r,4S)-4-methylcyclohexyl)-2-oxoethyl)-1-methyl-1H-1,2,3-triazole-5-carboxamide